3-chloro-6-(difluoromethyl)picolinic acid ClC=1C(=NC(=CC1)C(F)F)C(=O)O